propylpyrano[5,6-g]quinoline C(CC)C1OC2=C(C=C3C=CC=NC3=C2)C=C1